(4-chloro-6-phenyl-1,3,5-triazin-2-yl)(4-(methylsulfonyl)piperazin-1-yl)methanone ClC1=NC(=NC(=N1)C1=CC=CC=C1)C(=O)N1CCN(CC1)S(=O)(=O)C